C(C)C1=CC(=NC(=C1)Br)Br 4-ethyl-2,6-dibromopyridine